FC1=C(C=CC(=C1)C1C(COC2=CC(=CC=C12)O)C1=CC(=C(C=C1)F)C)N1CCC(CC1)CN1CCN(CC1)C=1C=C2CN(C(C2=CC1)=O)C1C(NC(CC1)=O)=O 3-(5-(4-((1-(2-fluoro-4-(3-(4-fluoro-3-methylphenyl)-7-hydroxychroman-4-yl)phenyl)piperidin-4-yl)methyl)piperazin-1-yl)-1-oxoisoindolin-2-yl)piperidine-2,6-dione